ClC1=C(NC2=NC=CC=C21)C2=NN(C1=NC=NC(=C12)N)CC(F)(F)F 3-(3-Chloro-1H-pyrrolo[2,3-b]pyridin-2-yl)-1-(2,2,2-trifluoroethyl)-1H-pyrazolo[3,4-d]pyrimidin-4-amine